2,4,6-trimethyl-1,3-xylylene diisocyanate CC1=C(C(=CC(=C1CN=C=O)C)C)CN=C=O